COC1=C(C(=CC=C1)OC)N1C(=NN=C1C1=NC(=CC=C1)OCC)C(=O)NS(=O)(=O)CCC1=CC=CC=C1 4-(2,6-dimethoxyphenyl)-5-(6-ethoxypyridin-2-yl)-N-(phenethylsulfonyl)-4H-1,2,4-triazole-3-carboxamide